FC(F)(F)N1N=CC2=C1CCC2O (trifluoromethyl)-1H,4H,5H,6H-cyclopenta[c]pyrazol-4-ol